(3-(1-(2-(2-(1-methyl-1H-pyrazol-4-yl)ethoxy)-6-morpholinopyrimidin-4-yl)-1H-pyrazol-3-yl)phenyl)methanol CN1N=CC(=C1)CCOC1=NC(=CC(=N1)N1N=C(C=C1)C=1C=C(C=CC1)CO)N1CCOCC1